N1(N=CC=C1)C=1C=C(CN(C=2OC=C(N2)COCCOCC2=CC(=CC=C2)OC)CC2=CC(=CC=C2)OC)C=CC1 N-(3-(1H-pyrazol-1-yl)benzyl)-N-(3-methoxybenzyl)-4-((2-(3-methoxybenzyloxy)ethoxy)methyl)oxazol-2-amine